4-chloro-6-(methylthio)-2-phenylpyrimidine-5-carboxylic acid ethyl ester C(C)OC(=O)C=1C(=NC(=NC1SC)C1=CC=CC=C1)Cl